C(C)OC(CC\C=C\C=1C=CC=2C=3C=C(C=C4C=C(C=C(C5=CC=CC1C52)C43)C(C)(C)C)C(C)(C)C)=O (E)-5-(8,11-di-tert-butylperylene-3-yl)pent-4-enoic acid ethyl ester